The molecule is a phosphorylated mannosylinositol compound which constitutes the head group of some mannosylinositol phosphorylceramides (the MIPCs), and is a product of their catabolism. It has a role as a Saccharomyces cerevisiae metabolite. It derives from a mannosylinositol phosphorylceramide. It is a conjugate acid of a mannose-1D-myo-inositol 1-phosphate(2-). C([C@@H]1[C@H]([C@@H]([C@@H](C(O1)O[C@@H]2[C@H]([C@@H]([C@H]([C@H]([C@H]2OP(=O)(O)O)O)O)O)O)O)O)O)O